BrC1=CC=C(C2=C1CC(O2)C)NC(=O)NC2=CC(=C(C=C2)OC2CCN(CC2)C)C(F)(F)F 1-(4-bromo-2-methyl-2,3-dihydrobenzofuran-7-yl)-3-(4-((1-methylpiperidin-4-yl)oxy)-3-(trifluoromethyl)phenyl)urea